ClC1=C(C=CC=C1F)C1=CC=CC2=C1NC(=NS2(=O)=O)NC2CC(C2)OC 5-(2-chloro-3-fluorophenyl)-3-((3-methoxycyclobutyl)amino)-4H-benzo[e][1,2,4]thiadiazine 1,1-dioxide